S(=O)(=O)(OC=1NC2=CC=CC=C2C1)[O-] Indolyl Sulfate